C(C)N1[C@@H](C=2N=CC(=C(C3=CN4C(C(OCCCCCC(NC1=O)COC)=N3)=NC=C4)C2)OC)C (12R)-13-ethyl-8-methoxy-16-(methoxymethyl)-12-methyl-12,13,16,17,18,19,20,21-octahydro-6,23-(azeno)-11,7-(metheno)imidazo[2,1-c][1,4,10,13,15]oxatetraazacyclohenicosin-14(15H)-one